rac-4-(2-((3aR,4S,6aR)-4-methyloctahydropyrrolo[3,4-b]pyrrole-1-carbonyl)oxazol-5-yl)picolinonitrile C[C@@H]1NC[C@@H]2N(CC[C@@H]21)C(=O)C=2OC(=CN2)C2=CC(=NC=C2)C#N |r|